BrCCC[Si](OC)(OC)C 3-bromopropyl-methyl-dimethoxysilane